(R)-N-(2-chloro-3-(3'-chloro-6-methoxy-5-((((5-oxopyrrolidin-2-yl)methyl)amino)methyl)-[2,4'-bipyridin]-2'-yl)phenyl)-5-((3-(hydroxymethyl)azetidin-1-yl)methyl)-4-methoxypicolinamide ClC1=C(C=CC=C1C1=NC=CC(=C1Cl)C1=NC(=C(C=C1)CNC[C@@H]1NC(CC1)=O)OC)NC(C1=NC=C(C(=C1)OC)CN1CC(C1)CO)=O